1-(4-(4-Fluoro-2,3-dimethylphenyl)piperazin-1-yl)-2-(3-(4-fluoro-4-(hydroxymethyl)piperidin-1-carbonyl)-4,5,6,7-tetrahydro-1H-indazol-1-yl)ethanon FC1=C(C(=C(C=C1)N1CCN(CC1)C(CN1N=C(C=2CCCCC12)C(=O)N1CCC(CC1)(CO)F)=O)C)C